S1C=C(C=C1)C#CCO 3-(thiophen-3-yl)prop-2-yn-1-ol